((3aR,4S,6R,6aS)-2,2-dimethyl-6-(4-methyl-7H-pyrrolo[2,3-d]pyrimidin-7-yl)tetrahydro-4H-cyclopenta[d][1,3]dioxol-4-yl)(4-fluorophenyl)methanone CC1(O[C@H]2[C@@H](O1)[C@@H](C[C@@H]2C(=O)C2=CC=C(C=C2)F)N2C=CC1=C2N=CN=C1C)C